ClCCC(O)C=1SC=CN1 3-chloro-1-(thiazol-2-yl)propan-1-ol